oxazol-5-ylmethyl (3-fluoro-4-((1-(methylsulfonyl)piperidin-4-yl)methyl)phenyl)carbamate FC=1C=C(C=CC1CC1CCN(CC1)S(=O)(=O)C)NC(OCC1=CN=CO1)=O